C(C)(C)(C)OC(=O)N1CCC2(CC3(CN(C3)C(=O)OCC3=CC=CC=C3)C2)CC1 2,9-diazadispiro[3.1.5{6}.1{4}]dodecane-2,9-dicarboxylic acid 2-benzyl ester 9-tert-butyl ester